[N+](=O)([O-])C=1C=C(C=CC1N1CCCCC1)C1=CC=C(O1)C=C1C(C2=C(S1)C=CC=C2)=O 2-[[5-[3-Nitro-4-(1-piperidinyl)phenyl]-2-furanyl]methylene]benzo[b]thiophen-3(2H)-one